CC1=C(C(=O)O)C=CC=C1NC=1SC=C(N1)C=1C=NC=CC1 2-Methyl-3-((4-(pyridin-3-yl)thiazol-2-yl)amino)benzoic acid